tert-butyl (2-(2,3-dihydrobenzo[e][1,4]oxazepin-1(5H)-yl)-2-oxoethyl)carbamate N1(CCOCC2=C1C=CC=C2)C(CNC(OC(C)(C)C)=O)=O